4-hydroxy-N-isopropyl-7-(pyridin-2-yl)thieno[3,2-d]pyrimidine-2-carboxamide OC=1C2=C(N=C(N1)C(=O)NC(C)C)C(=CS2)C2=NC=CC=C2